CC1=C2CN(C(C2=CC(=C1C)CC1=CC=C(C=C1)C=1C=NN(C1)C)=O)CC1OCCC1 4,5-dimethyl-6-(4-(1-methyl-1H-pyrazol-4-yl)benzyl)-2-(tetrahydrofuran-2-ylmethyl)isoindolin-1-one